COC1=CC=C(C=C1)[C@H]1[C@@H](C1)NCCC[C@@H](C(=O)N1CCN(CC1)C)NC(C1=CC=C(C=C1)N1N=NC=C1)=O N-[(2S)-5-[[(1R,2S)-2-(4-methoxyphenyl)cyclopropyl]amino]-1-(4-methylpiperazin-1-yl)-1-oxopentan-2-yl]-4-(1H-1,2,3-triazol-1-yl)benzamide